COC1=C(C=C2C(=NC(=NC2=C1)C)N[C@H](C)C1=CC(=CC(=C1)C(F)(F)F)[N+](=O)[O-])C1CCC(CC1)C(=O)N(C)CC1CCC2(CCNCC2)CC1 9-(((1R,4R)-4-(7-methoxy-2-methyl-4-(((R)-1-(3-nitro-5-(Trifluoromethyl)phenyl)ethyl)amino)quinazolin-6-yl)-N-methylcyclohexane-1-amido)methyl)-3-azaspiro[5.5]undecane